tributyl-(methoxymethyl)tin C(CCC)[Sn](COC)(CCCC)CCCC